ClC=1C=C(C#N)C=C(C1N1N=CC=2C=NC(=CC21)NC2=NC=NC(=C2)N2C[C@H](CCC2)CO)F (S)-3-chloro-5-fluoro-4-(6-((6-(3-(hydroxymethyl)piperidin-1-yl)pyrimidin-4-yl)amino)-1H-pyrazolo[4,3-c]pyridin-1-yl)benzonitrile